2-trimethylsilylethyl N-[3-[6-chloro-7-(6-chloro-2-pyridyl)-2-methyl-benzimidazol-1-yl]propyl]-N-methyl-carbamate ClC=1C=CC2=C(N(C(=N2)C)CCCN(C(OCC[Si](C)(C)C)=O)C)C1C1=NC(=CC=C1)Cl